(2,6-dimethylphenoxy)(N-phenyloxazolinimine) vanadium [V].CC1=C(OC2=NC(OC2)=NC2=CC=CC=C2)C(=CC=C1)C